N-(5-cyclobutyl-1H-pyrazol-3-yl)-2-(4-((2-(2,6-dioxopiperidin-3-yl)-4-fluoro-1-Oxoisoindolin-5-yl)methoxy)phenyl)acetamide C1(CCC1)C1=CC(=NN1)NC(CC1=CC=C(C=C1)OCC=1C(=C2CN(C(C2=CC1)=O)C1C(NC(CC1)=O)=O)F)=O